sodium 4-(3-fluorophenyl)-1-(5-(isopropylthio)-4-(4-(trifluoromethyl)cyclohex-1-en-1-yl)thiazol-2-yl)-3-methyl-1H-pyrazole-5-carboxylate FC=1C=C(C=CC1)C=1C(=NN(C1C(=O)[O-])C=1SC(=C(N1)C1=CCC(CC1)C(F)(F)F)SC(C)C)C.[Na+]